FC=1C(=NC=C(C1)F)CN (3,5-difluoropyridin-2-yl)methylamine